OC1=C(C=C(C=C1)C1(CC1)C(=O)OC)[N+](=O)[O-] methyl 1-(4-hydroxy-3-nitrophenyl)cyclopropanecarboxylate